4-(((R)-1-(3-amino-5-(trifluoromethyl)phenyl)ethyl)amino)-8-methyl-6-(1-methylpyrrolidin-3-yl)pyrido[2,3-d]pyrimidin-7(8H)-one NC=1C=C(C=C(C1)C(F)(F)F)[C@@H](C)NC=1C2=C(N=CN1)N(C(C(=C2)C2CN(CC2)C)=O)C